C(N)(=O)C=1C=C(C=CC1F)NC(=O)C1=C(C(=NN1CC1CC(CC1)(F)F)C(F)(F)F)C N-(3-carbamoyl-4-fluorophenyl)-1-((3,3-difluorocyclopentyl)methyl)-4-methyl-3-(trifluoromethyl)-1H-pyrazole-5-carboxamide